ethyl 2-(2-((5-bromo-1-cyclopentyl-1H-indazol-3-yl)methoxy)phenyl)acetate BrC=1C=C2C(=NN(C2=CC1)C1CCCC1)COC1=C(C=CC=C1)CC(=O)OCC